CN1N=C(C=C1C1=NC=CC2=C1N=C(N=C2)NC=2C(=NC=1CCN(CC1C2)C)OC)C 8-(1,3-dimethyl-1H-pyrazol-5-yl)-N-(2-methoxy-6-methyl-5,6,7,8-tetrahydro-1,6-naphthyridin-3-yl)pyrido[3,4-d]pyrimidin-2-amine